C(C)(C)(C)N1N=C(C(=C1NC1=CC=C(C=C1)C#N)C(=O)N)C1=CC=C(C=C1)[N+](=O)[O-] 1-tert-butyl-5-[(4-cyanophenyl)amino]-3-(4-nitrophenyl)-1H-pyrazole-4-carboxamide